S(=O)(=O)([O-])CS(=O)(=O)[O-].OCC[N+](C)(C)C.OCC[N+](C)(C)C choline methionate